ClC1=C2C=C(N(C2=CC=C1OC)C)C(=O)NC1(COC1)C1=CC=C(C=C1)[C@H](C(=O)OCC=C)C1CCC(CC1)O |r| 1-(±)-Allyl 2-[4-[3-[(4-chloro-5-methoxy-1-methyl-indole-2-carbonyl)amino]oxetan-3-yl]phenyl]-2-(4-hydroxycyclohexyl)acetate